C(C)N1C(=NC=2C=NC=CC21)C(=O)OC methyl 1-ethyl-1H-imidazo[4,5-c]pyridine-2-carboxylate